1-(1-((S)-2-hydroxy-2-((3R,5R,8R,9R,10S,13S,14S,17S)-3-hydroxy-3,13-dimethylhexadecahydro-1H-cyclopenta[a]phenanthren-17-yl)propyl)-1H-pyrazol-4-yl)ethanone O[C@@](CN1N=CC(=C1)C(C)=O)(C)[C@H]1CC[C@H]2[C@@H]3CC[C@@H]4C[C@](CC[C@@H]4[C@H]3CC[C@]12C)(C)O